C(C=C)(=O)OC(C(C1=CC=CC=C1)OC(C=C)=O)C1=CC=CC=C1 diphenylethylene diacrylate